N4-(3-Bromophenyl)quinazoline-4,6-diamine BrC=1C=C(C=CC1)NC1=NC=NC2=CC=C(C=C12)N